Cl.CS(=O)(=O)NC1C(NCCC1)CC=1C=C(C=CC1)C1=C(C=CC=C1)OCCCC(=O)O 4-((3'-((3-(methylsulfonamido)piperidin-2-yl)methyl)-[1,1'-biphenyl]-2-yl)oxy)butanoic acid hydrochloride